OCC(CO)N1CCNCC1 1-(1'-hydroxymethyl-2'-hydroxyethyl)piperazine